(2S,4R)-N-[(S)-(5-cyclopropyl-6-fluoropyridin-2-yl)(phenyl)methyl]-1-{2-[3-(difluoromethyl)-1H-pyrazol-1-yl]acetyl}-4-fluoropyrrolidine-2-carboxamide C1(CC1)C=1C=CC(=NC1F)[C@@H](NC(=O)[C@H]1N(C[C@@H](C1)F)C(CN1N=C(C=C1)C(F)F)=O)C1=CC=CC=C1